2,4,6-tricarboxyl-phloroglucinol C(=O)(O)C1=C(O)C(=C(C(=C1O)C(=O)O)O)C(=O)O